N-(5-(4-chlorobenzyl)pyridin-2-yl)-1-methyl-6-oxo-1,6-dihydropyridazine-3-carboxamide ClC1=CC=C(CC=2C=CC(=NC2)NC(=O)C2=NN(C(C=C2)=O)C)C=C1